tert-Butyl N-[exo-3-azabicyclo[3.1.0]hexan-6-yl]carbamate CC(C)(C)OC(=O)NC1[C@H]2[C@@H]1CNC2